BrCC1=CC(=C2CCN(C(C2=C1)=O)[C@H](C1=CC(=C(C=C1)F)C)C1CC1)C=1C(=NC=CC1)C(F)(F)F (S)-7-(bromomethyl)-2-(cyclopropyl(4-fluoro-3-methylphenyl)methyl)-5-(2-(trifluoromethyl)pyridin-3-yl)-3,4-dihydroisoquinolin-1(2H)-one